(2R)-N-((S or R)-(3-chloro-4-(trifluoro-methoxy)phenyl)(2-(trifluoromethyl)oxazol-4-yl)methyl)-2-methyl-3-oxopiperazine-1-carboxamide ClC=1C=C(C=CC1OC(F)(F)F)[C@H](NC(=O)N1[C@@H](C(NCC1)=O)C)C=1N=C(OC1)C(F)(F)F |o1:12|